FC=1C=C(C=CC1F)NC=1OC2=C(N1)C=CC=C2 N-(3,4-difluorophenyl)benzo[d]oxazole-2-Amine